NC=1C=C(C=C(C1OCC)OCC)NN 2-(3-amino-4,5-diethoxyphenyl)hydrazine